FC1=C(C=CC=C1)C=1NC(=C(N1)C1=CC=CC=C1)C1=CC=CC=C1 2-o-fluorophenyl-4,5-diphenylimidazole